5-chloro-1'-(2-{7-methyl-1-[(cis)-3-hydroxy-3-methylcyclobutyl]-1H-1,3-benzimidazol-5-yloxy}ethyl)spiro[indoline-3,4'-piperidin]-2-one ClC=1C=C2C(=CC1)NC(C21CCN(CC1)CCOC1=CC2=C(N(C=N2)C2CC(C2)(C)O)C(=C1)C)=O